4-amino-N-[2-(1H-indol-4-yl)ethyl]benzamide NC1=CC=C(C(=O)NCCC2=C3C=CNC3=CC=C2)C=C1